(R)-1-(naphthalen-2-yl)ethanamine C1=C(C=CC2=CC=CC=C12)[C@@H](C)N